NC1=NNC2=C1C(=NC(=C2Br)C)C2=CC=C(CC=1C(=C(C(=O)N)C=C(C1)F)OC)C=C2 (4-(3-amino-7-bromo-6-methyl-1H-pyrazolo[4,3-c]pyridin-4-yl)benzyl)-5-fluoro-2-methoxybenzamide